(6,7-dichloro-1-methyl-1,3,4,5-tetrahydro-2H-pyrido[4,3-b]indol-2-yl)(5-morpholinopyrimidin-2-yl)methanone ClC1=C(C=CC=2C3=C(NC12)CCN(C3C)C(=O)C3=NC=C(C=N3)N3CCOCC3)Cl